3-(4-amino-1-tert-butyl-1h-pyrazolo[3,4-d]pyrimidin-3-yl)phenol NC1=C2C(=NC=N1)N(N=C2C=2C=C(C=CC2)O)C(C)(C)C